4-(3-(1-(2-chloropyrimidin-4-yl)-4-oxido-1,4-azaphosphinan-4-yl)-4-fluorobenzyl)phthalazin-1(2H)-one ClC1=NC=CC(=N1)N1CCP(CC1)(=O)C=1C=C(CC2=NNC(C3=CC=CC=C23)=O)C=CC1F